COCCCN1N=C(C2=CC=CC=C12)N 1-(3-Methoxypropyl)-1H-indazol-3-amine